OCC(C=C)O 1,2-dihydroxyl-3-butene